3-(1-((Methylthio)methyl)-1H-indol-5-yl)-1,5,6,7,8,9-hexahydro-2H-cyclohepta[4,5]thieno[2,3-d]pyrimidine-2,4(3H)-dione CSCN1C=CC2=CC(=CC=C12)N1C(NC2=C(C1=O)C1=C(S2)CCCCC1)=O